C(C)(C)(C)N(C(O)=O)[C@@H](C1CCC(CC1)(F)F)C=1N=C2N(N=CC(=C2)[C@H](NC(CCC(F)(F)F)=O)C2CCC2)C1.C1(=CC(=CC=C1)C=1C(=O)NC(C1)=O)C=1C(=O)NC(C1)=O |o1:25| m-phenylenedimaleimide tert-butyl-((S)-(7-((R*)-cyclobutyl(4,4,4-trifluorobutanamido)methyl)imidazo[1,2-b]pyridazin-2-yl)(4,4-difluorocyclohexyl)methyl)carbamate